3,4'-diamino-4-phenoxybenzophenone NC=1C=C(C(=O)C2=CC=C(C=C2)N)C=CC1OC1=CC=CC=C1